ClC=1C=C(C=C2C=CN=CC12)C1=CC=C(C=C1)OCC 8-chloro-6-(4-ethoxyphenyl)isoquinoline